(3R,3aR)-1-Chloro-3-[(4-methylbenzene-1-sulfonyl)methyl]tetrahydro-1H,3H-pyrrolo[1,2-c][1,3,2]oxazaphosphole ClP1O[C@H]([C@@H]2N1CCC2)CS(=O)(=O)C2=CC=C(C=C2)C